FC=1C=CC(=NC1)OC1=CC=C(CN2C(C(=C(CC2)O)C(=O)NCC(=O)O)=O)C=C1 N-[(1-{4-[(5-fluoro-2-pyridinyl)oxy]benzyl}-4-hydroxy-2-oxo-1,2,5,6-tetrahydro-3-pyridinyl)carbonyl]glycine